(S)-2-hydroxybutanoic acid O[C@H](C(=O)O)CC